Pentan-3-YL Alaninate N[C@@H](C)C(=O)OC(CC)CC